4-fluoro-1-(3-oxo-octahydroindolizine-6-carbonyl)-N-{phenyl[4-(propan-2-yl)phenyl]methyl}pyrrolidine-2-carboxamide FC1CC(N(C1)C(=O)C1CN2C(CCC2CC1)=O)C(=O)NC(C1=CC=C(C=C1)C(C)C)C1=CC=CC=C1